ClC=1C=C(C=CC1F)C(CO)(C)NC1=NC2=C(N1)C=CC=C2CN2C(OC(=C2C)C)=N 2-(3-chloro-4-fluorophenyl)-2-({4-[(2-imino-4,5-dimethyl-2,3-dihydro-1,3-oxazol-3-yl)methyl]-1H-1,3-benzodiazol-2-yl}amino)propan-1-ol